ClC1=NC=C(C(=N1)C=1N=C(SC1)C1(CC1)C#N)C1=CN=CO1 (4-(2-chloro-5-(oxazol-5-yl)pyrimidin-4-yl)thiazol-2-yl)cyclopropane-1-carbonitrile